4-nitroisoxazole-5-carboxylic acid ethyl ester C(C)OC(=O)C1=C(C=NO1)[N+](=O)[O-]